4-Fluoro-3-formyl-N-(3-(trifluoromethyl)phenyl)benzamide FC1=C(C=C(C(=O)NC2=CC(=CC=C2)C(F)(F)F)C=C1)C=O